6-(cyclopropanecarboxamido)-4-((2-methoxy-3-(1-((3S,4R)-4-methoxytetrahydrofuran-3-yl)-1H-pyrazol-3-yl)phenyl)amino)pyridazine-3-carboxamide C1(CC1)C(=O)NC1=CC(=C(N=N1)C(=O)N)NC1=C(C(=CC=C1)C1=NN(C=C1)[C@H]1COC[C@@H]1OC)OC